The molecule is dianion of ADP-L-glycero-D-manno-heptose arising from deprotonation of both free OH groups of the diphosphate. It is a conjugate base of an ADP-L-glycero-D-manno-heptose. C1=NC(=C2C(=N1)N(C=N2)[C@H]3[C@@H]([C@@H]([C@H](O3)COP(=O)([O-])OP(=O)([O-])OC4[C@H]([C@H]([C@@H]([C@H](O4)[C@H](CO)O)O)O)O)O)O)N